4-chloro-10-(1-(2-chloroacetyl)piperidin-4-yl)-7,7-dimethylindolo[1,2-a]quinazolin-5(7H)-one ClC=1C=2C(N=C3N(C2C=CC1)C1=CC(=CC=C1C3(C)C)C3CCN(CC3)C(CCl)=O)=O